benzyl (1R,5S,6s)-6-((4-((Z)-1-((tert-butylsulfinyl)imino)propyl)-6-(4-fluorophenyl)pyridin-2-yl)oxy)-3-azabicyclo[3.1.0]hexane-3-carboxylate C(C)(C)(C)S(=O)\N=C(\CC)/C1=CC(=NC(=C1)C1=CC=C(C=C1)F)OC1[C@@H]2CN(C[C@H]12)C(=O)OCC1=CC=CC=C1